2-amino-6-bromo-5-chloro-3-fluorobenzoic Acid NC1=C(C(=O)O)C(=C(C=C1F)Cl)Br